1-(4-chloro-2-fluorophenyl)-3-methyl-4-(4-(trifluoromethyl)benzyl)-piperazine-2,5-dione ClC1=CC(=C(C=C1)N1C(C(N(C(C1)=O)CC1=CC=C(C=C1)C(F)(F)F)C)=O)F